6-fluoro-pyridine-2-carboxamide FC1=CC=CC(=N1)C(=O)N